NCCOCCOCCC(=O)NC1=C(C(=O)NC=2SC(=C(N2)C)C)C=CC(=C1)Br 2-(3-(2-(2-Aminoethoxy)ethoxy)propanamido)-4-bromo-N-(4,5-dimethylthiazol-2-yl)benzamide